(2,4-dihydroxy-5,5-bis(3-methylbut-2-en-1-yl)-6-oxocyclohexa-1,3-diene-1,3-diyl)bis(2-methylpropan-1-one) OC1=C(C(C(C(=C1C(C(C)C)=O)O)(CC=C(C)C)CC=C(C)C)=O)C(C(C)C)=O